4-oxo-3,8-diazabicyclo[3.2.1]octane O=C1NCC2CCC1N2